C(C1=CC=CC=C1)C=1C=C(C=CC1)NC(=O)NC1CN(CCC1)C#N 1-(3-benzyl-phenyl)-3-(1-cyanopiperidin-3-yl)urea